C1(CC1)N1CC(C(C(C1)=CC1=CC(=CC=C1)OC)=O)=CC1=CC(=CC=C1)OC 1-cyclopropyl-3,5-bis(3-methoxybenzylidene)piperidin-4-one